C1(=CC=CC2=CC=CC=C12)C(C)N1CCC(CC1)N(C(=O)C1CCC1)CC(=O)NCC(=O)NC/C=C/C(=O)OC methyl (E)-4-(2-(2-(N-(1-(1-(naphthalen-1-yl)ethyl)piperidin-4-yl)cyclobutanecarboxamido)acetamido)acetamido)but-2-enoate